ClCC1=CC=CC2=CC=CC=C12 α-chloromethylnaphthalene